C(C)C1=NN(C(C1C(=O)NC1=CC(=CC=C1)CC)=O)C1=CC=CC=C1 3-Ethyl-N-(3-ethylphenyl)-5-oxo-1-phenyl-4,5-dihydro-1H-pyrazole-4-carboxamide